C(C)N1C(C2=NC(=CC=C2C1)NC1=C(C=C(C(=C1)C)I)N1CCCC1)=O 6-ethyl-2-{[4-iodo-5-methyl-2-(pyrrolidin-1-yl)phenyl]amino}-5H-pyrrolo[3,4-b]pyridin-7-one